[Si](C)(C)(C(C)(C)C)OCC1=NC=CC(=N1)C(=O)OC methyl 2-(((tert-butyldimethylsilyl)oxy)methyl)pyrimidine-4-carboxylate